6-methyl-5-(3-methyl-[1,2,4]oxadiazol-5-yl)-2-oxo-1-(3-trifluoromethylphenyl)-1,2-dihydro-pyridine-3-carboxylic acid CC1=C(C=C(C(N1C1=CC(=CC=C1)C(F)(F)F)=O)C(=O)O)C1=NC(=NO1)C